tetraaminoplatinum nitrate [N+](=O)(O)[O-].N[Pt](N)(N)N